FC=1C=C(C=CC1N1C(CCC1)C)C1=NN=C(O1)N 5-(3-fluoro-4-(2-methylpyrrolidin-1-yl)phenyl)-1,3,4-oxadiazole-2-amine